5-(1-azido-ethyl)-2-cyclopropyl-benzofuran N(=[N+]=[N-])C(C)C=1C=CC2=C(C=C(O2)C2CC2)C1